ClC=1C=NC(=C(C(=O)NC2CCC(CC2)CN2C(N(C3=NC=CC=C32)CC3=C(C=C(C=C3)OC)OC)=O)C1)C 5-chloro-N-((1r,4r)-4-((3-(2,4-dimethoxybenzyl)-2-oxo-2,3-dihydro-1H-imidazo[4,5-b]pyridin-1-yl)methyl)cyclohexyl)-2-methylnicotinamide